C12C(CC(CC1)C2)(CO)CO bicyclo[2.2.1]heptane-2,2-dimethanol